(2R,3S,4S,5R)-4-[[3-(3-methoxy-2-pyridinyl)-4,5-dimethyl-5-(trifluoromethyl)tetrahydrofuran-2-carbonyl]amino]pyridine-2-carboxamide COC=1C(=NC=CC1)[C@H]1[C@@H](O[C@]([C@H]1C)(C(F)(F)F)C)C(=O)NC1=CC(=NC=C1)C(=O)N